(5-fluoro-2,3-dihydrobenzofuran-4-yl)dideuteromethylamine FC=1C=CC2=C(CCO2)C1NC([2H])[2H]